NC(C(=O)N)CC(=O)O amino-3-carboxypropanamide